FC=1C=C(CC=2N(C=3C(=C4CC[C@@H](N(C4=CC3)C(=O)OC)C)N2)C2CCCCC2)C=C(C1)OC (1S,4r)-4-((S)-2-(3-Fluoro-5-methoxybenzyl)-6-(methoxycarbonyl)-7-methyl-6,7,8,9-tetrahydro-3H-imidazo[4,5-f]chinolin-3-yl)cyclohexan